tert-Butyl N-({3-[(tert-butyldimethylsilyl)oxy]-4-fluorophenyl}methyl)carbamate [Si](C)(C)(C(C)(C)C)OC=1C=C(C=CC1F)CNC(OC(C)(C)C)=O